3-methoxy-5-(morpholin-4-yl)pyrazin-2-amine COC=1C(=NC=C(N1)N1CCOCC1)N